COC[C@@H](C)NC(=O)C1=CN(C2=NC=C(N=C21)O[C@@H]2CN(CC2)C(=O)OC(C)(C)C)COCC[Si](C)(C)C tert-butyl (S)-3-[(7-[((R)-1-methoxypropan-2-yl)carbamoyl]-5-{[2-(trimethylsilyl)ethoxy]methyl}-5H-pyrrolo[2,3-b]pyrazin-2-yl)oxy]pyrrolidine-1-carboxylate